2-[4-(methylmercapto)phenyl]-ethanone CSC1=CC=C(C=C1)CC=O